hexadecyl-dimethyl-iodosilane C(CCCCCCCCCCCCCCC)[Si](I)(C)C